Cl.N1C=NC(=C1)C1=CC=C(C=C1)C(C(=O)NCC1=CC(=CC=C1)Cl)N1C(C(C2=CC(=C(C=C12)F)F)=O)=O (4-(1H-imidazol-4-yl)phenyl)-N-(3-chlorobenzyl)-2-(5,6-difluoro-2,3-dioxoindolin-1-yl)acetamide hydrochloride